3-((quinoline-8-sulfonamido)methyl)-4,5-dihydroisoxazole N1=CC=CC2=CC=CC(=C12)S(=O)(=O)NCC1=NOCC1